(R)-7-(5-chloro-2-((3-methylisoxazole-4-yl)amino)pyridine-4-yl)-2-(5-fluoro-2-(hydroxymethyl)benzyl)-3-(methoxymethyl)-3,4-dihydropyrrolo[1,2-a]pyrazine-1(2H)-one ClC=1C(=CC(=NC1)NC=1C(=NOC1)C)C=1C=C2N(C[C@@H](N(C2=O)CC2=C(C=CC(=C2)F)CO)COC)C1